1-(2-chloroethyl) cyclopropylsulfonate C1(CC1)S(=O)(=O)OCCCl